4-(2-((R)-1-((5-chloropyrimidin-2-yl)methyl)-3-((R or S)-3,3-dimethyloxetan-2-yl)pyrrolidin-3-yl)ethyl)benzonitrile ClC=1C=NC(=NC1)CN1C[C@@](CC1)([C@H]1OCC1(C)C)CCC1=CC=C(C#N)C=C1 |o1:13|